N-[4-[4-[6-chloro-4-(trifluoromethyl)-2-pyridinyl]piperazin-1-yl]sulfonylphenyl]benzamide ClC1=CC(=CC(=N1)N1CCN(CC1)S(=O)(=O)C1=CC=C(C=C1)NC(C1=CC=CC=C1)=O)C(F)(F)F